The molecule is a linear trisaccharide comprising two L-glycero-alpha-D-manno-heptose residues and a 3-deoxy-alpha-D-manno-oct-2-ulosonic acid (2-keto-3-deoxy-alpha-D-mannooctanoic acid, alpha-Kdo) residue in a (1->3), (1->5) sequence. C1[C@H]([C@H]([C@H](O[C@]1(C(=O)O)O)[C@@H](CO)O)O[C@@H]2[C@H]([C@H]([C@@H]([C@H](O2)[C@H](CO)O)O)O[C@@H]3[C@H]([C@H]([C@@H]([C@H](O3)[C@H](CO)O)O)O)O)O)O